3-((1-methyl-1H-pyrazole-4-carboxamido)methyl)-4,5-dihydroisoxazole CN1N=CC(=C1)C(=O)NCC1=NOCC1